(1s,4s)-4-Methylcyclohexan-1-aminium chloride [Cl-].CC1CCC(CC1)[NH3+]